Tertiary Butylamine C(C)(C)(C)N